C(C)OC(=O)CC(=CNC(NC[C@@H](NC(OC(C)(C)C)=O)C(C)C)=O)C(C)=NOC(C)C (S)-12-(1-(isopropoxyimino)ethyl)-6-isopropyl-2,2-dimethyl-4,9-dioxo-3-oxa-5,8,10-triazatridec-11-en-13-carboxylic acid ethyl ester